(2,6-Dichloropyridin-4-yl)methyl glycinate hydrochloride Cl.NCC(=O)OCC1=CC(=NC(=C1)Cl)Cl